ClC=1C=NC(=NC1)N1CCC(CC1)CCCOC1=CC(=C(C=C1)CC(=O)NCCCCCO)F 2-(4-(3-(1-(5-chloropyrimidin-2-yl)piperidin-4-yl)propoxy)-2-fluorophenyl)-N-(5-hydroxypentyl)acetamide